(3S,6S,7aS,8aR,9aR)-3-(3-(4-ethylpyridin-3-yl)azetidine-1-carbonyl)-5-oxodeca-hydro-1H-cyclopropa[d]pyrrolo[1,2-a]azocin C(C)C1=C(C=NC=C1)C1CN(C1)C(=O)[C@@H]1CC[C@H]2N1C(CC[C@@H]1[C@@H](C2)C1)=O